4,4-dichlorodiphenyl disulfide C1=CC(=CC=C1SSC2=CC=C(C=C2)Cl)Cl